rac-2-amino-2-(4-bromopyridin-2-yl)propanamide N[C@](C(=O)N)(C)C1=NC=CC(=C1)Br |r|